(3S)-3-((2-(8,8-difluoro-2-(2-propenoyl)-2,6-diazaspiro[3.4]octan-6-yl)-7-methyl-5,6,7,8-tetrahydro-4-quinazolinyl)amino)-N,5-dimethylhexan-amide FC1(CN(CC12CN(C2)C(C=C)=O)C2=NC=1CC(CCC1C(=N2)N[C@H](CC(=O)NC)CC(C)C)C)F